4-((1-ethyl-3-methyl-1H-pyrazol-5-yl)amino)-2-((6-methoxy-2-methyl-1,2,3,4-tetrahydroisoquinolin-7-yl)amino)pyrimidine-5-carboxamide C(C)N1N=C(C=C1NC1=NC(=NC=C1C(=O)N)NC1=C(C=C2CCN(CC2=C1)C)OC)C